C(C)C(CN1C[C@@H](CCC1)N1C(NC2=C1C=C(C(=C2)C=2C=C(C=1N(C2)N=CN1)OC)C)=O)CC (R)-1-(1-(2-Ethylbutyl)piperidin-3-yl)-5-(8-methoxy-[1,2,4]triazolo[1,5-a]pyridin-6-yl)-6-methyl-1,3-dihydro-2H-benzo[d]imidazol-2-on